Racemic-1-((3aS,6aR)-5-(7-chloroimidazo[1,5-a]pyridin-5-yl)-1,1-dimethylhexahydro-pyrrolo[3,4-c]pyrrol-2(1H)-yl)ethanone ClC1=CC=2N(C(=C1)N1C[C@H]3[C@@H](C1)CN(C3(C)C)C(C)=O)C=NC2 |r|